tert-butyl-{2-[(3S,5S,8R,9S,10S,13R,14S,17R)-17-((R)-1,5-dimethylhexyl)-10,13-dimethyl-hexadecahydro-cyclopenta[a]phenanthrene-3-yloxy]-ethoxy}-dimethylsilane C(C)(C)(C)[Si](C)(C)OCCO[C@H]1CC[C@@]2([C@H]3CC[C@@]4([C@H](CC[C@H]4[C@@H]3CC[C@H]2C1)[C@@H](CCCC(C)C)C)C)C